FC1=CC=C(C=C1)[C@H](C)NC1=NC(=CC(=C1)C=1C=NN(C1)COC)NC1=NC=CN=C1 (S)-N2-[1-(4-fluorophenyl)ethyl]-4-[1-(methoxymethyl)-1H-pyrazol-4-yl]-N6-(pyrazin-2-yl)pyridine-2,6-diamine